CC(CC(=O)NC=1C=C(C=NC1)C=1C=C2C(=NNC2=CC1)C#CC1=C(C(=O)O)C=CC=C1)C ((5-(5-(3-methylbutanamidyl)pyridin-3-yl)-1H-indazol-3-yl)ethynyl)benzoic acid